1-(2-hydroxyethylamino)-3-isostearyloxy-2-propanol OCCNCC(COCCCCCCCCCCCCCCCC(C)C)O